tert-Butyl (4S)-4-[3-(4-bromo-2-pyridyl)-3-(tert-butylsulfinylamino)propyl]-2,2-dimethyl-pyrrolidine-1-carboxylate BrC1=CC(=NC=C1)C(CC[C@H]1CC(N(C1)C(=O)OC(C)(C)C)(C)C)NS(=O)C(C)(C)C